Cl.C[C@@H]1CN(C[C@@H](N1)C)C=1C=C2C=CC(=NC2=C(C1)F)C1=CC2=CN(N=C2C(=C1O)F)C 5-{6-[(3R,5S)-3,5-dimethylpiperazin-1-yl]-8-fluoroquinolin-2-yl}-7-fluoro-2-methylindazol-6-ol hydrochloride